4-amino-3-chloro-5-fluoro-6-(4-chloro-2-fluoro-3-methoxy-phenyl)pyridine-2-carboxylic acid NC1=C(C(=NC(=C1F)C1=C(C(=C(C=C1)Cl)OC)F)C(=O)O)Cl